CN1N=C(C2=CC=C(C=C12)C1CCN(CC1)CC1=CC=C(C=C1)C#CC1=CC(=CC=C1)S(=O)(=O)N1CCC(CC1)NC1=NC=C(C=N1)C(F)(F)F)N1C(NC(CC1)=O)=O 1-(1-methyl-6-(1-(4-((3-((4-((5-(trifluoromethyl)pyrimidin-2-yl)amino)piperidin-1-yl)sulfonyl)phenyl)ethynyl)benzyl)piperidin-4-yl)-1H-indazol-3-yl)dihydropyrimidine-2,4(1H,3H)-dione